3-(Aminomethyl)-5-fluoro-N-(3-(trifluoromethyl)phenyl)aniline NCC=1C=C(NC2=CC(=CC=C2)C(F)(F)F)C=C(C1)F